(3R)-3-(1-(tert-butoxy)-3-(4-formylpyridin-2-yl)-1-oxopropan-2-yl)pyrrolidine-1-carboxylic acid tert-butyl ester C(C)(C)(C)OC(=O)N1C[C@H](CC1)C(C(=O)OC(C)(C)C)CC1=NC=CC(=C1)C=O